5-(1-ethyldecahydronaphthalen-1-yloxycarbonyl)-bicyclo[2.2.1]Hept-2-ene C(C)C1(CCCC2CCCCC12)OC(=O)C1C2C=CC(C1)C2